C(C)(C)(C)OC(=O)N1CC(CCC1)NC 3-(methylamino)piperidine-1-carboxylic acid tert-butyl ester